(5-(2,6-dichloro-4-nitrophenoxy)-1H-indazol-3-yl)-2,2,2-trifluoroacetamide ClC1=C(OC=2C=C3C(=NNC3=CC2)NC(C(F)(F)F)=O)C(=CC(=C1)[N+](=O)[O-])Cl